fluorobenzoylamidophosphoric acid FN(P(O)(O)=O)C(C1=CC=CC=C1)=O